N(=N\C(C#N)(C)C)/C(C#N)(C)C 2,2'-(E)-diazene-1,2-diylbis(2-methylpropionitrile)